2,4-bis(3-aminoanilino)-6-naphthylamino-1,3,5-triazine NC=1C=C(NC2=NC(=NC(=N2)NC2=CC(=CC=C2)N)NC2=CC=CC3=CC=CC=C23)C=CC1